N1C=C(C2=CC=CC=C12)C(=O)N indole-3-carboxamide